[Si](C)(C)(C(C)(C)C)OC1(CC(C1)N1C=NC2=C1C(=CC=C2)C=O)C 1-[(cis)-3-[(tert-butyldimethylsilyl)oxy]-3-methylcyclobutyl]-1H-1,3-benzodiazole-7-carbaldehyde